N(=[N+]=[N-])CC1(NCOC1)F 4-(Azidomethyl)-4-fluorooxazolidine